(Z)-5-((1H-pyrrolo[3,2-b]pyridin-3-yl)methylene)-2-thioxothiazolidin-4-one N1C=C(C2=NC=CC=C21)\C=C/2\C(NC(S2)=S)=O